tert-butyl {(2S)-1-[methoxy(methyl)amino]-1-oxobutan-2-yl}carbamate CON(C([C@H](CC)NC(OC(C)(C)C)=O)=O)C